tert-butyl 5-(3-isopropyl-4-oxo-7-(1-(tetrahydro-2H-pyran-2-yl)-1H-pyrazol-4-yl)-3,4-dihydroimidazo[2,1-f][1,2,4]triazin-2-yl)indoline-1-carboxylate C(C)(C)N1C(=NN2C(C1=O)=NC=C2C=2C=NN(C2)C2OCCCC2)C=2C=C1CCN(C1=CC2)C(=O)OC(C)(C)C